F[C@]1(CN(C(C=2N(C1)N=C1C2CN([C@@H](C1)C)C(=O)NC1=CC(=C(C=C1)F)C(F)(F)F)=O)C)CO (3R,8S)-8-fluoro-N-(4-fluoro-3-(trifluoromethyl)phenyl)-8-(hydroxymethyl)-3,10-Dimethyl-11-oxo-1,3,4,7,8,9,10,11-octahydro-2H-pyrido[4',3':3,4]Pyrazolo[1,5-a][1,4]Diazepine-2-amide